C1(CCCCC1)C(C)(C1=NC(=CC=C1)F)C1=NC=C(C=C1)C 2-(1-cyclohexyl-1-(6-fluoropyridin-2-yl)ethyl)-5-methylpyridine